Methoxy-(1,2,4)triazolo-(1,5-c)pyrimidine-2-yl-2-fluoro-6-trifluoromethyl-benzenesulfonamide COC1=C(C(=C(C(=C1)C(F)(F)F)S(=O)(=O)N)F)C1=NN2C=NC=CC2=N1